2-methylpropan-2-yl 2,7-diazaspiro(3.5)nonane-7-carboxylate C1NCC12CCN(CC2)C(=O)OC(C)(C)C